The molecule is a non-proteinogenic L-alpha-amino acid that is L-tryptophan in which the hydrogen at position 6 on the indole ring has been replaced by a chlorine. It is a non-proteinogenic L-alpha-amino acid, a L-tryptophan derivative and an organochlorine compound. It is a tautomer of a 6-chloro-L-tryptophan zwitterion. C1=CC2=C(C=C1Cl)NC=C2C[C@@H](C(=O)O)N